OC=1C(C(=O)C2=CC=CC=C2)=CC(C(C1)OC)=S(=O)=O 2-hydroxy-4-methoxy-5-sulfonyl-benzophenone